6-(benzyloxy)-N-[(1R)-1-(3-bromophenyl)ethyl]-7-methoxy-2-methylquinazolin-4-amine C(C1=CC=CC=C1)OC=1C=C2C(=NC(=NC2=CC1OC)C)N[C@H](C)C1=CC(=CC=C1)Br